tert-butyl-3-azetidinone C(C)(C)(C)N1CC(C1)=O